oxapentan-2-ylmethylamine OC(CCC)NC